C(C1=CC=CC=C1)OC(=O)N1C[C@@H]([C@@H](C1)C)C(=O)O (3R,4S)-1-((benzyloxy)carbonyl)-4-methylpyrrolidine-3-carboxylic acid